C(C)(C)(C)N1CC(=CCC1)C=1N(C2=C(C=C(C=C2C1)C(=O)N1CCN(CC1)C1=NC=C(C=C1OC)F)C=1C(=NC(=CC1)CC)C)CC(C)C 1-Tert-butyl-3-(7-(6-ethyl-2-methylpyridin-3-yl)-5-(4-(5-fluoro-3-methoxypyridin-2-yl)piperazine-1-carbonyl)-1-isobutyl-1H-indol-2-yl)-5,6-dihydropyridine